1-hex-5-enyl-glycerol uridine-5'-triphosphate dihydrate O.O.P(=O)(OP(=O)(O)OP(=O)(O)O)(OC[C@@H]1[C@H]([C@H]([C@@H](O1)N1C(=O)NC(=O)C=C1)O)O)OC(COCCCCC=C)CO